CC(CCCCCCC)C=O non-2-yl-methanone